2-(3-Carboxy-3-(methylamino)propyl)-L-histidine C(=O)(O)C(CCC=1NC=C(C[C@H](N)C(=O)O)N1)NC